C(C(=O)O)(=O)O.C(C(=O)O)(=O)O.N1[C@@H](C[C@@H](O)C1)C(=O)O hydroxyproline oxalate (ethanedioate)